tert-butyl ((R)-8-((3-cyano-1H-pyrrolo[2,3-b]pyridin-5-yl)sulfonyl)-1-oxa-8-azaspiro[4.5]decan-3-yl)((S)-2-hydroxy-3-(3-(N-methylsulfamoyl)phenoxy)propyl)carbamate C(#N)C1=CNC2=NC=C(C=C21)S(=O)(=O)N2CCC1(C[C@H](CO1)N(C(OC(C)(C)C)=O)C[C@@H](COC1=CC(=CC=C1)S(NC)(=O)=O)O)CC2